C1(=CC=CC=C1)CCC(=O)OCCC(C(C(C)(C)C(C)(C)C)O)C(C)(C)C benzenepropanoic acid, 3,5-bis(1,1-dimethylethyl)-4-hydroxy-isoheptyl ester